(5-chloro-2-fluorophenyl)-2-methyl-4-hydroxy-5-amino-3(2H)-furanone ClC=1C=CC(=C(C1)C1(OC(=C(C1=O)O)N)C)F